NC1=C2C(C3(C(OC4=C3C=CC(=C4)[C@@H]4[C@@H](C4)C)(C2=CC=C1)O)NC(=O)C=1NC(=CC1C)S(=O)(=O)C)=O N-(1-amino-4B-hydroxy-7-((1S,2R)-2-methylcyclopropyl)-10-oxo-4b,10-dihydro-9bH-indeno[1,2-B]benzofuran-9B-yl)-3-methyl-5-(methylsulfonyl)-1H-pyrrole-2-carboxamide